[Ni](Cl)Cl.CC(C)(C)C1=CC(=NC=C1)C1=NC=CC(=C1)C(C)(C)C [4,4'-Bis(1,1-dimethyl-ethyl)-2,2'-bipyridine] nickel (II) dichloride